1-(2-(1H-pyrazolo[3,4-b]pyridine-4-carbonyl)-2-azaspiro[3.3]heptan-6-yl)-1-methyl-3-(2-methyl-5-(trifluoromethoxy)phenyl)urea N1N=CC2=C1N=CC=C2C(=O)N2CC1(C2)CC(C1)N(C(=O)NC1=C(C=CC(=C1)OC(F)(F)F)C)C